CCCSCCC 4-thiaheptane